O=S1(N[C@@H](CC1)C(=O)Cl)=O (S)-1,1-dioxo-1,2-thiazolidine-3-carbonyl chloride